2,5-bis(diglycidylaminomethyl)norbornane C(C1CO1)N(CC1CO1)CC1C2CC(C(C1)C2)CN(CC2CO2)CC2CO2